ethyl 5-[(3R)-3-methylmorpholin-4-yl]-2-(3,3,4,4,4-pentafluoro-1-nitrobutan-2-yl)pyrazole-3-carboxylate C[C@H]1N(CCOC1)C=1C=C(N(N1)C(C[N+](=O)[O-])C(C(F)(F)F)(F)F)C(=O)OCC